(2S)-4-[[5-chloro-2-methyl-3-[[5-[(2S)-4-oxoazetidin-2-yl]-1,3,4-oxadiazol-2-yl]amino]phenyl]methyl]-2-methyl-piperazine-1-carboxylic acid isopropyl ester C(C)(C)OC(=O)N1[C@H](CN(CC1)CC1=C(C(=CC(=C1)Cl)NC=1OC(=NN1)[C@H]1NC(C1)=O)C)C